C(#N)C1=CNC2=C(C=CC(=C12)CC)NS(=O)(=O)C1=CC=C(C=C1)CCNC(OC(C)(C)C)=O t-butyl (2-{4-[(3-cyano-4-ethyl-1H-indol-7-yl) sulfamoyl]phenyl}ethyl)carbamate